OCCCOS(=O)(=O)O.C(CCCCCCCCCCC)(=O)N lauramide hydroxypropylsulfate